N1C=NC2=C1C=CC(=C2)C2=NN=C(O2)C=2C=CC(=C(C#N)C2)NC2CC2 5-[5-(1H-1,3-benzodiazol-5-yl)-1,3,4-oxadiazol-2-yl]-2-(cyclopropylamino)benzonitrile